4-Bromo-2-fluoro-1-((6,6,6-trifluorohexyl)oxy)benzene BrC1=CC(=C(C=C1)OCCCCCC(F)(F)F)F